N1C=CC2=CC(=CC=C12)[C@H]1N(C[C@@H](CC1)C)C(C(=O)NC1=NC=CC=C1C(=O)N)=O [[2-[(2S,5R)-2-(1H-indol-5-yl)-5-methyl-1-piperidyl]-2-oxo-acetyl]amino]pyridine-3-carboxamide